4-(methoxycarbonyl)cyclohexane COC(=O)C1CCCCC1